N-(9-((2R,3R,4R,5R)-3-fluoro-4-hydroxy-5-(hydroxymethyl)tetrahydrofuran-2-yl)-9H-purin-6-yl)-N-methylbenzamide F[C@H]1[C@@H](O[C@@H]([C@H]1O)CO)N1C2=NC=NC(=C2N=C1)N(C(C1=CC=CC=C1)=O)C